(R)-N'-(((S)-3-(methoxymethyl)-1,2,3,5,6,7-hexahydro-s-indacen-4-yl)carbamoyl)-5'H,7'H-spiro[cyclopropane-1,6'-pyrazolo[5,1-b][1,3]oxazine]-3'-sulfonimidamide COC[C@H]1CCC2=CC=3CCCC3C(=C12)NC(=O)N=[S@](=O)(N)C=1C=NN2C1OCC1(C2)CC1